C(CCCCCCCCCCCCCCC)B(O)O HEXADECYLBORONIC ACID